ClC1=CC=C(OC2=CC=C(C(=N2)C(F)(F)F)C(CN2N=CN=C2)(C)O)C=C1 2-[6-(4-chlorophenoxy)-2-trifluoromethyl-3-pyridinyl]-1-(1,2,4-triazol-1-yl)propan-2-ol